FC(C(C)(C)O)(F)C=1C(=C(C=CC1)[C@@H](C)NC1=NC(=NC2=CC3=C(C=C12)N(C(C3(C(=O)OC)C)=O)C)C)F methyl 4-(((R)-1-(3-(1,1-difluoro-2-hydroxy-2-methylpropyl)-2-fluorophenyl)ethyl)amino)-2,6,8-trimethyl-7-oxo-7,8-dihydro-6H-pyrrolo[2,3-g]quinazoline-8-carboxylate